C(C1=CC=CC=C1)N1CC(CC1)(NCC1=CC=C(C=C1)OC)C#CC=1C(=NC(=CC1)C)Cl 1-benzyl-3-[(2-chloro-6-methylpyridin-3-yl)ethynyl]-N-[(4-methoxyphenyl)methyl]pyrrolidin-3-amine